FC(C(=O)[O-])(F)F.NC(=O)C1=CC=CC2=CN(N=C12)C1=CC=C(C=C1)NC(=O)C1[NH+](CC2=CC=CC=C2C1)C 3-[({4-[7-(aminocarbonyl)-2H-indazol-2-yl]phenyl}amino)carbonyl]-2-methyl-1,2,3,4-tetrahydroisoquinolinium trifluoroacetate